trans-N-[8-amino-6-(3-hydroxy-6-methyl-2-oxo-indol-5-yl)-2,7-naphthyridin-3-yl]-2-cyano-cyclopropanecarboxamide NC=1N=C(C=C2C=C(N=CC12)NC(=O)[C@H]1[C@@H](C1)C#N)C1=CC2=C(C(N=C2C=C1C)=O)O